O1CCN(CCC1)C=1C=CC2=C(C1)[Si]1(CCCCC1)C1=C(C23OC(C2=CC=C(C=C23)C(=O)OC(C)(C)C)=O)C=CC(=C1)N1CCOCCC1 tert-butyl 3',7'-di(1,4-oxazepan-4-yl)-3-oxo-3H-dispiro[isobenzofuran-1,10'-dibenzo[b,e]siline-5',1''-silinane]-6-carboxylate